C(#N)C=1C=C(C(=O)O)C=C(C1)OC1=C(C(=CC=C1)OCC1=CC=C(C=C1)OC)C=O 3-cyano-5-{2-formyl-3-[(4-methoxyphenyl)methoxy]phenoxy}benzoic acid